FC1=CC=C(C=C1)C=1C(=CC=CC1)NC1=CC=C(C=C1)C1=NN=CN1C 4'-fluoro-N-[4-(4-methyl-4H-1,2,4-triazol-3-yl)phenyl]-[1,1'-biphenyl]-2-amine